benzyl (3S,5R)-4-(2-((3-((3-ethoxy-3-oxopropyl)amino)-1-methyl-1H-indazol-7-yl)oxy)ethyl)-3,5-dimethylpiperazine-1-carboxylate C(C)OC(CCNC1=NN(C2=C(C=CC=C12)OCCN1[C@H](CN(C[C@H]1C)C(=O)OCC1=CC=CC=C1)C)C)=O